O=C([C@H](C)NP(=O)(OCC(F)(F)F)CC1=CC2=C(SC(=C2)C(=O)O)C=C1)OCCC 5-(((((S)-1-oxo-1-propoxypropan-2-yl)amino)(2,2,2-trifluoroethoxy)phosphoryl)methyl)benzo[b]thiophene-2-carboxylic acid